1,2-dibromofluoroethane BrC(CBr)F